CN1C(N(C(C=2N(C=NC12)C)=O)CCC#CC1=CC=CC(=N1)C=NO)=O 6-(4-(3,7-dimethyl-2,6-dioxo-2,3,6,7-tetrahydro-1H-Purin-1-yl)but-1-yn-1-yl)picolinaldehyde oxime